(E)-7-(3-(3-bromobenzylidene)-2,5-diketopyrrolidinyl)-N-hydroxyheptylamide BrC=1C=C(\C=C/2\C(N(C(C2)=O)C(CCCCCC[NH-])O)=O)C=CC1